ClC=1C(=C(C(=CC1)F)[C@@H](NC(=O)C1CC2(C1)NC(N(CC2)C)=O)C2CCCC2)F N-((S)-(3-chloro-2,6-difluorophenyl)(cyclopentyl)methyl)-7-methyl-6-oxo-5,7-diazaspiro[3.5]nonane-2-carboxamide